2,2-Diethoxy-N,N-Dimethylethan-1-Amin C(C)OC(CN(C)C)OCC